4-Amino-7-bromo-1-(4-((difluoromethyl)oxy)phenyl)-2-oxo-1,2-dihydroquinoline-3-carboxylic acid methyl ester COC(=O)C=1C(N(C2=CC(=CC=C2C1N)Br)C1=CC=C(C=C1)OC(F)F)=O